C(CCC)OC1=NC(=C2N=C(N(C2=N1)CC=1SC(=CC1)CN1CCCC1)OC)N 2-butoxy-8-methoxy-9-((5-(pyrrolidin-1-ylmethyl)thiophen-2-yl)methyl)-9H-purin-6-amine